B([O-])([O-])[O-].B([O-])([O-])[O-].B([O-])([O-])[O-].[Bi+3].[Bi+3].[Bi+3] Bismuth Triborat